COC(=O)C1(CC1)C1=CC(=C2C=NC(=NN21)Cl)F 1-{2-chloro-5-fluoropyrrolo[2,1-f][1,2,4]triazin-7-yl}cyclopropane-1-carboxylic acid methyl ester